Chloro-4-((4-(5-(dicyclopropylphosphoryl)-1-methyl-1H-pyrazol-3-yl)-3-methoxypyridin-2-yl)amino)pyridazine-3-carboxamide ClC=1C(=C(N=NC1)C(=O)N)NC1=NC=CC(=C1OC)C1=NN(C(=C1)P(=O)(C1CC1)C1CC1)C